[Zn+2].N1C(=CC2=CC=CC=C12)C(=O)[O-].N1C(=CC2=CC=CC=C12)C(=O)[O-] indolate zinc salt